CC1=C(C(=O)O)C=CC(=C1)C#C.C(#C)C1=CC=C(C(=O)OC)C=C1 Methyl 4-ethynylbenzoate (Methyl-4-ethynylbenzoate)